Cl.ClCCN(C)CCCl bis(2-chloroethyl)methylamine hydrochloride